C1OCCC2=CC=C3C(=C12)C=CS3 thienoisochroman